6-(6-(4-methylpiperazin-1-yl)pyridin-3-yl)quinoline-4-carboxylic acid CN1CCN(CC1)C1=CC=C(C=N1)C=1C=C2C(=CC=NC2=CC1)C(=O)O